Methyl 4-aminoimidazo[1,5-a]quinoxaline-8-carboxylate NC=1C=2N(C3=CC(=CC=C3N1)C(=O)OC)C=NC2